3-(4-chlorophenylthio)indole ClC1=CC=C(C=C1)SC1=CNC2=CC=CC=C12